(2S,11aR)-6-butoxy-7-fluoro-2-hydroxy-8-methyl-2,3,11,11a-tetrahydro-1H,5H-benzo[f]pyrrolo[2,1-c][1,4]oxazepine-5-one C(CCC)OC1=C(C(=CC2=C1C(N1[C@@H](CO2)C[C@@H](C1)O)=O)C)F